1-(3-fluorophenyl)-N-{2-methoxy-3-[3-(pyrrolidin-1-yl)propoxy]-6H,7H,8H,9H-cyclohexa[b]1,5-naphthyridin-10-yl}piperidin-4-amine FC=1C=C(C=CC1)N1CCC(CC1)NC1=C2C(=NC3=CC(=C(N=C13)OC)OCCCN1CCCC1)CCCC2